OC[C@H]1O[C@@H]([C@@H]([C@H]([C@H]1O)N1N=NC(=C1)C1=C(C(=C(C=C1)F)F)F)OC)CC1=CC(=NO1)C(C)(C)O (2R,3R,4S,5R,6R)-2-(hydroxymethyl)-6-((3-(2-hydroxypropan-2-yl)isoxazol-5-yl)methyl)-5-methoxy-4-(4-(2,3,4-trifluorophenyl)-1H-1,2,3-triazol-1-yl)tetrahydro-2H-pyran-3-ol